COC(=O)C=1C=2C=CC(=NC2C(=CC1Br)Cl)C12CCC(CC1)(CC2)C(=O)OC 6-bromo-8-chloro-2-(4-(methoxycarbonyl)bicyclo[2.2.2]oct-1-yl)quinoline-5-carboxylic acid methyl ester